C[C@@H]1CN(CCN1)C1=CC=C(C=C1)C(F)(F)F (3R)-3-methyl-1-[4-(trifluoromethyl)phenyl]piperazine